tert-Butyl (3-((6-(benzyloxy)-3-hydroxyquinolin-5-yl)oxy)propyl)carbamate C(C1=CC=CC=C1)OC=1C(=C2C=C(C=NC2=CC1)O)OCCCNC(OC(C)(C)C)=O